FC1(C[C@@H](CCC1)[C@H](NC(=O)C1=CC=NN1CC)C=1N=C2N(N=C(C=N2)C[C@@H]2C(NC[C@@H](C2)C(F)(F)F)=O)C1)F N-((S)-((R)-3,3-difluorocyclohexyl)(2-(((3R,5R)-2-oxo-5-(trifluoromethyl)piperidin-3-yl)methyl)imidazo[1,2-b][1,2,4]triazin-6-yl)methyl)-1-ethyl-1H-pyrazole-5-carboxamide